Cyclohexane-1,1-dicarboxylic acid diethyl ester C(C)OC(=O)C1(CCCCC1)C(=O)OCC